C(C1=CC=CC=C1)C(C(N)(N)CC1=CC=CC=C1)CCOCCCC dibenzyl-5-oxanonanediamine